O=C1N(CCC1)C=1N=C(C2=C(N1)CCC2)C2=CC=C(C(=O)N)C=C2 4-(2-(2-oxopyrrolidin-1-yl)-6,7-dihydro-5H-cyclopenta[d]pyrimidin-4-yl)benzamide